N2-(2-(1-(Cyclopropylsulfonyl)-1H-pyrazol-4-yl)pyrimidin-4-yl)-5-(1-(difluoromethyl)-1H-pyrazol-3-yl)-N4-((1s,4s)-4-(difluoromethyl)cyclohexyl)pyridine-2,4-diamine C1(CC1)S(=O)(=O)N1N=CC(=C1)C1=NC=CC(=N1)NC1=NC=C(C(=C1)NC1CCC(CC1)C(F)F)C1=NN(C=C1)C(F)F